tert-butyl 4-(3-((benzyloxy) methyl)-4-ethyl-5-oxo-4,5-dihydro-1H-1,2,4-triazol-1-yl)-5-fluoro-2-iodobenzoate C(C1=CC=CC=C1)OCC1=NN(C(N1CC)=O)C1=CC(=C(C(=O)OC(C)(C)C)C=C1F)I